C(C)(=O)[O-].C=[Ru+] methyleneruthenium acetate